methyl 3-methyl-1-(non-8-yn-1-yl)-1H-indazole-6-carboxylate CC1=NN(C2=CC(=CC=C12)C(=O)OC)CCCCCCCC#C